di(2-hydroxypropyl)itaconic acid OC(CC(=C(C(=O)O)CC(=O)O)CC(C)O)C